C(C=C)(=O)NC1=C(C=C(C(=C1)NC1=NC=C(C(=N1)NC=1C=CC=C2CCCN(C12)S(=O)(=O)C)Cl)OC)N(CCN(C(OC(C)(C)C)=O)C)C tert-butyl (2-((2-acrylamido-4-((5-chloro-4-((1-(methylsulfonyl)-1,2,3,4-tetrahydroquinolin-8-yl)amino)pyrimidin-2-yl)amino)-5-methoxyphenyl)(methyl)amino) ethyl)(methyl)carbamate